C(#N)C=1N=CC(=NC1)[C@H](C)NC(CC=1C(NC2=CC=C(C(=C2C1C)F)F)=O)=O (S)-N-(1-(5-cyanopyrazin-2-yl)ethyl)-2-(5,6-difluoro-4-methyl-2-oxo-1,2-dihydroquinolin-3-yl)acetamide